C(CCC)(=O)OCC(C)(C)OC(C)C1=CC(CC1)(C)C 2-[1-(3,3-dimethyl-1-cyclopenten-1-yl)ethoxy]-2-methylpropyl butyrate